CC1(OB(OC1(C)C)C=1C=NN(C1)C1C(COC1)O)C 4-[4-(4,4,5,5-tetramethyl-1,3,2-dioxaborolan-2-yl)pyrazol-1-yl]tetrahydrofuran-3-ol